(3R,4S)-3-amino-4-(3-boronopropyl)-1-(7-chloro-1,2,3,4-tetrahydroisoquinoline-3-carbonyl)pyrrolidine-3-carboxylic acid N[C@]1(CN(C[C@@H]1CCCB(O)O)C(=O)C1NCC2=CC(=CC=C2C1)Cl)C(=O)O